BrC1=CC(N(C(=C1)N1CCN(CC1)C(C)(C)C)C)=O 4-bromo-6-(4-(tert-butyl)piperazin-1-yl)-1-methylpyridin-2(1H)-one